4'-propiophenone C(CC)(=O)C1=CC=CC=C1